mentholselon C1(C(C(C(CC1)C(C)C)O)=[Se])C